1-(trans-4-cyanotetrahydro-2H-pyran-3-yl)-3-((2-hydroxy-4,8-dimethyl-2H-benzo[e][1,2]oxaborinin-6-yl)amino)-1H-pyrazole-4-carboxamide C(#N)[C@H]1[C@@H](COCC1)N1N=C(C(=C1)C(=O)N)NC=1C=C(C2=C(C(=CB(O2)O)C)C1)C